FC(C1=C(OCC2=C(C=C(C=C2)C2C=3C(NC(C2)=O)=CNC3)OC)C=CC(=C1)C(F)(F)F)(F)F 4-(4-{[2,4-bis(trifluoromethyl)phenoxy]methyl}-3-methoxyphenyl)-1H,2H,3H,4H,6H-pyrrolo[3,4-b]pyridin-2-one